Cl.F/C=C(\CN)/COC=1C=C2C=CC(=NC2=CC1)C1=CC=C(C=C1)F (E)-3-fluoro-2-[[2-(4-fluorophenyl)-6-quinolyl]oxymethyl]prop-2-en-1-amine hydrochloride